OCCOC1=C(C=C(C=C1)C(C)(C)C1=CC(=C(OCCO)C(=C1)C1=CC=CC=C1)C1=CC=CC=C1)C1=CC=CC=C1 2-[4-[1-[4-(2-hydroxyethoxy)-3-phenyl-phenyl]-1-methyl-ethyl]-2,6-diphenyl-phenoxy]ethanol